N1=CC=CC=2SC3=C(C21)C=CC=C3 Monoazadibenzothiophen